1-Cyclobutyl-N-((7-cyclopropyl-2-(4'-fluoro-2'-(4-methyl-4H-1,2,4-triazol-3-yl)-[1,1'-biphenyl]-3-yl)benzo[d]oxazol-5-yl)methyl)methanamine C1(CCC1)CNCC=1C=C(C2=C(N=C(O2)C=2C=C(C=CC2)C2=C(C=C(C=C2)F)C2=NN=CN2C)C1)C1CC1